BrC(C(=O)C1=CC=CC=C1)O bromo-2-hydroxyacetophenone